4-fluoro-6-methyl-N-[(1S,2S,3S,5R)-2,6,6-trimethylnorborn-3-yl]-1H-pyrrolo[2,3-b]pyridine-2-carboxamide FC1=C2C(=NC(=C1)C)NC(=C2)C(=O)N[C@@H]2[C@H]([C@H]1C(CC2C1)(C)C)C